(2S,3S,4R,5S,6R)-2-(3-chloro-4-methylphenyl)-6-(methylthio)tetrahydro-2H-pyran-3,4,5-triacetic acid ClC=1C=C(C=CC1C)[C@H]1O[C@@H]([C@H]([C@@H]([C@@H]1CC(=O)O)CC(=O)O)CC(=O)O)SC